(4-((4-cyclopropyl-3-(trifluoromethyl)-1H-pyrrolo[2,3-b]pyridin-6-yl)amino)-3-methoxyphenyl)dimethyl-phosphine oxide C1(CC1)C1=C2C(=NC(=C1)NC1=C(C=C(C=C1)P(C)(C)=O)OC)NC=C2C(F)(F)F